C1=CC2=C(C=C1C(=O)Cl)C(=O)OC2=O trimellitic anhydride Chloride